5-(4-((2S,5S)-5-(4-chlorobenzyl)-2-(morpholinomethyl)morpholino)piperidin-1-yl)-4H-1,2,4-triazol-3-amine 2,2,2-trifluoroacetate FC(C(=O)O)(F)F.ClC1=CC=C(C[C@@H]2N(C[C@@H](OC2)CN2CCOCC2)C2CCN(CC2)C=2NC(=NN2)N)C=C1